5-bromo-3-(trifluoromethoxy)thiophene-2-carboxylic acid BrC1=CC(=C(S1)C(=O)O)OC(F)(F)F